2-{3-[(1R)-1-{[6-(dimethylphosphoryl)-2-methylpyrido[3,4-d]pyrimidin-4-yl]amino}ethyl]-2-fluorophenyl}-2,2-difluoroethan-1-ol CP(=O)(C)C1=CC2=C(N=C(N=C2N[C@H](C)C=2C(=C(C=CC2)C(CO)(F)F)F)C)C=N1